5-(2-chlorophenoxy)-3-((4-fluoro-3-(trifluoromethyl)benzyl)amino)-4H-benzo[e][1,2,4]thiadiazine 1,1-dioxide ClC1=C(OC2=CC=CC3=C2NC(=NS3(=O)=O)NCC3=CC(=C(C=C3)F)C(F)(F)F)C=CC=C1